C(C#C)NC(C)=O N-Propargylacetamide